2,3,4,5,6-pentafluoro-cinnamic acid FC1=C(C=CC(=O)O)C(=C(C(=C1F)F)F)F